2-(4-(4-(aminomethyl)-1-oxo-1,2-dihydrophthalazin-6-yl)-1-methyl-1H-pyrazol-5-yl)-5-(1-methyl-1H-pyrazol-4-yl)benzonitrile NCC1=NNC(C2=CC=C(C=C12)C=1C=NN(C1C1=C(C#N)C=C(C=C1)C=1C=NN(C1)C)C)=O